[Br-].[Br-].C(C(C)C)[Ti+2]CC(C)C diisobutyl-titanium dibromide